CN(C)CCCNC(=O)NCCCN(C)C 1,3-Bis(dimethylaminopropyl)urea